5-(2,5-dimethoxyphenoxy)-2,2-dimethylpentanoate COC1=C(OCCCC(C(=O)[O-])(C)C)C=C(C=C1)OC